4-(N-(tert-butyl)sulfamoyl)-N-(2-cyclopentyl-3-oxoisoindolin-5-yl)-2-(6-azaspiro[2.5]octan-6-yl)benzamide C(C)(C)(C)NS(=O)(=O)C1=CC(=C(C(=O)NC=2C=C3C(N(CC3=CC2)C2CCCC2)=O)C=C1)N1CCC2(CC2)CC1